N-(5-((3H-spiro[furo[3,4-c]pyridin-1,3'-piperidin]-1'-yl)methyl)-4-fluorothiazol-2-yl)acetamide N1(CC2(CCC1)OCC=1C=NC=CC12)CC1=C(N=C(S1)NC(C)=O)F